((hexyl(ethoxycarbonyl)amino)methyl)benzoate C(CCCCC)N(C(=O)OCC)COC(C1=CC=CC=C1)=O